C1(CC1)C1=NC=NC(=C1C=1C2=C(N(N1)C)CC1CCC2N1)OC 3-(4-cyclopropyl-6-methoxypyrimidin-5-yl)-1-methyl-1,4,5,6,7,8-hexahydro-4,7-epiminocyclohepta[c]pyrazole